(R)-1-(8-(2,4-difluorophenyl)-isochroman-4-yl)-N-methyl-methanamine FC1=C(C=CC(=C1)F)C=1C=CC=C2[C@@H](COCC12)CNC